BrC=1C(=C(/C(=N/O)/Cl)C=CC1)F (Z)-3-bromo-2-fluoro-N-hydroxybenzimidoyl chloride